N1=C(C=CC=C1)C=1N=C(SC1)NC1=NC=CC(=C1)C1=NC=CC=N1 4-(pyridin-2-yl)-N-(4-(pyrimidin-2-yl)pyridin-2-yl)thiazol-2-amine